Cl.FC=1C=C(C=CC1)C1=NOC(=N1)C1(COCC1)N 3-[3-(3-fluorophenyl)-1,2,4-oxadiazol-5-yl]tetrahydrofuran-3-amine hydrochloride